methyl-2-vinylpyridinium bromide [Br-].C[N+]1=C(C=CC=C1)C=C